N-(3-chloro-4-cyano-benzyl)-N-methylacetamid ClC=1C=C(CN(C(C)=O)C)C=CC1C#N